(R)-6-(5-(((2-((6-fluoro-4-methyl-3-oxo-3,4-dihydroquinoxalin-5-yl)oxy)ethyl)amino)methyl)-2-oxooxazolidin-3-yl)-2H-pyrazino[2,3-b][1,4]oxazin-3(4H)-one FC=1C(=C2N(C(C=NC2=CC1)=O)C)OCCNC[C@@H]1CN(C(O1)=O)C1=NC2=C(OCC(N2)=O)N=C1